1-fluoro-N-((6S,7S)-6-((2-fluoro-[1,1'-biphenyl]-3-yl)methyl)-5-(1-methoxycyclopropane-1-carbonyl)-5-azaspiro[2.4]heptan-7-yl)methanesulfonamide FCS(=O)(=O)N[C@@H]1[C@@H](N(CC12CC2)C(=O)C2(CC2)OC)CC=2C(=C(C=CC2)C2=CC=CC=C2)F